COC1(CCC(CC1)C(=O)NN)C(F)(F)F cis-4-methoxy-4-(trifluoromethyl)cyclohexanecarboxhydrazide